6,6'-dibromo-2,2'-diethoxy-1,1'-binaphthyl BrC=1C=C2C=CC(=C(C2=CC1)C1=C(C=CC2=CC(=CC=C12)Br)OCC)OCC